O.CS(=O)(=O)O methylsulfonate monohydrate